(5-(5-(2-(dimethylamino)ethoxy)pyrazolo[1,5-a]pyridin-3-yl)-2',4'-difluoro-[1,1'-biphenyl]-3-yl)cyclopropanesulfonamide CN(CCOC1=CC=2N(C=C1)N=CC2C=2C=C(C=C(C2)C2=C(C=C(C=C2)F)F)C2(CC2)S(=O)(=O)N)C